CC1=CC=2N(C(=C1)CC1=CC=C(C=C1)C(F)(F)F)N=CN2 7-methyl-5-[[4-(trifluoromethyl)phenyl]methyl][1,2,4]triazolo[1,5-a]pyridine